4'-(4-bromophenyl)-1,1':2',1''-terphenyl BrC1=CC=C(C=C1)C=1C=C(C(=CC1)C1=CC=CC=C1)C1=CC=CC=C1